(R)-tert-Butyl 4-((R)-4-benzyl-2-oxooxazolidin-3-yl)-3-((5-fluoropyridin-2-yl)methyl)-4-oxobutanoate C(C1=CC=CC=C1)[C@H]1N(C(OC1)=O)C([C@@H](CC(=O)OC(C)(C)C)CC1=NC=C(C=C1)F)=O